P(=O)([O-])([O-])[O-].[Fe+2].[Y+3].[Li+].P(=O)([O-])([O-])[O-] lithium Yttrium iron phosphate